[N+](=O)([O-])OCCCCO 1,4-butanediol mononitrate